7-(4,4-difluoropiperidin-1-yl)-N-(1-(2,6-dioxopiperidin-3-yl)-2-oxo-1,2-dihydrobenzo[cd]indol-6-yl)-7-oxoheptylamide FC1(CCN(CC1)C(CCCCCC[N-]C=1C=2C3=C(C(N(C3=CC1)C1C(NC(CC1)=O)=O)=O)C=CC2)=O)F